2-BROMO-4-CHLORO-5-METHYLBENZALDEHYDE BrC1=C(C=O)C=C(C(=C1)Cl)C